[1-(3-ethoxy-3-oxopropyl)-6-oxo-1,6-dihydropyridin-3-yl]Pinacol borate B(O)(O)O.C(C)OC(CCN1C=C(C=CC1=O)CC(O)(C)C(C)(C)O)=O